C1(CC1)NC(C([C@H](CCC(C)(F)F)NC(=O)[C@H]1N(C[C@@H](C1)OC(F)F)C([C@H](C(C)(C)C)NC(OC)=O)=O)=O)=O methyl ((S)-1-((2S,4R)-2-(((S)-1-(cyclopropylamino)-6,6-difluoro-1,2-dioxoheptan-3-yl)carbamoyl)-4-(difluoromethoxy)pyrrolidin-1-yl)-3,3-dimethyl-1-oxobutan-2-yl)carbamate